OC(COC=1C=C(C=CC1)[C@@H](C)NC(C)=O)CO N-[(1R)-1-[3-(2,3-dihydroxypropoxy)phenyl]ethyl]acetamide